BrC1=CC(=C(C(=C1)C([2H])([2H])[2H])NC(CC(C)(C)C)=O)C([2H])([2H])[2H] N-[4-bromo-2,6-bis(trideuteriomethyl)phenyl]-3,3-dimethyl-butanamide